NC1=NC=2C=C(C(=CC2C=2N1N=C(N2)[C@@H]2CC[C@@H](N(C2)C(=O)C2CC(C2)N)C)F)OC ((2S,5R)-5-(5-amino-9-fluoro-8-methoxy-[1,2,4]triazolo[1,5-c]quinazolin-2-yl)-2-methylpiperidin-1-yl)(3-aminocyclobutyl)methanone